C(\C=C\C(=O)O)(=O)O.N1=CC=CC(=C1)C1N(C)CCC1 nicotine mono-fumarate